BrC1=CC=CC(=N1)C(C)(F)F 2-(6-bromopyridin-2-yl)-2,2-difluoroethan